CN(C=1C=C2C=CC(=CC2=CC1)/C=C/C=C(C#N)C#N)C (E)-2-(3-(6-(dimethylamino)naphthalen-2-yl)allylidene)malononitrile